S1C=C(C=C1)C=1C=NC2=CC=CC=C2C1 3-(3-Thienyl)quinoline